COC(=O)C=1C=CC2=C(N(C(=N2)CC2=C(C=C(C=C2)C2=CC(=C(C=C2)N)OCC2=C(C=C(C=C2)C#N)F)F)CCOC)C1 2-((4'-Amino-3'-((4-cyano-2-fluorobenzyl)oxy)-3-fluoro-[1,1'-biphenyl]-4-yl)methyl)-1-(2-methoxyethyl)-1H-benzo[d]imidazole-6-carboxylic acid methyl ester